O[C@@H]1C[C@H](N(C1)C([C@H](C(C)(C)C)N1N=NC(=C1)C1(CCC(CC1)(C)C)O)=O)C(=O)NC (2S,4R)-4-hydroxy-1-[(2S)-2-[4-(1-hydroxy-4,4-dimethyl-cyclohexyl)triazol-1-yl]-3,3-dimethyl-butanoyl]-N-methyl-pyrrolidine-2-carboxamide